(2S,3S)-2-((2-fluorobiphenyl-3-yl)methyl)-N-methoxy-N-methyl-3-((methylsulfonyl)amino)pyrrolidine-1-carboxamide FC1=C(C=CC=C1C[C@@H]1N(CC[C@@H]1NS(=O)(=O)C)C(=O)N(C)OC)C1=CC=CC=C1